CS(=O)(=O)N1CCC(CC1)NC1=NN2C(C(=C(C=C2)C=2C=NNC2)C2=CC(=CC=C2)C(F)(F)F)=N1 N-(1-(methylsulfonyl)piperidin-4-yl)-7-(1H-pyrazol-4-yl)-8-(3-(trifluoromethyl)phenyl)-[1,2,4]triazolo[1,5-a]pyridin-2-amine